2,3,4-trifluoro-6-bromoaniline FC1=C(N)C(=CC(=C1F)F)Br